C(C1=CC=CC=C1)(C1=CC=CC=C1)(C1=CC=CC=C1)NO Trityl-hydroxylamine